1-((1R,3s,5S)-3-((4-chloro-6-((tetrahydrofuran-3-yl)oxy)pyrimidin-2-yl)(methyl)amino)-9-azabicyclo[3.3.1]nonan-9-yl)propan-1-one ClC1=NC(=NC(=C1)OC1COCC1)N(C1C[C@H]2CCC[C@@H](C1)N2C(CC)=O)C